ClC1=C(C=C(OCC(=O)N[C@@H]2CN[C@H](CC2)C=2OC(=NN2)COC(F)(F)F)C=C1)F 2-(4-chloro-3-fluorophenoxy)-N-[(3s,6r)-6-{5-[(trifluoromethoxy)methyl]-1,3,4-oxadiazol-2-yl}piperidin-3-yl]acetamide